N-((1S,3r)-3-(5-(5-ethoxypyridin-2-yl)-4-(2-fluorophenyl)-4H-1,2,4-triazol-3-yl)cyclobutyl)-1-methyl-1H-indazole-3-carboxamide C(C)OC=1C=CC(=NC1)C=1N(C(=NN1)C1CC(C1)NC(=O)C1=NN(C2=CC=CC=C12)C)C1=C(C=CC=C1)F